(S,Z)-3-((S)-sec-butyl)-N'-cyano-6-fluoro-2-oxo-1,2,3,5-tetrahydro-4H-benzo[e][1,4]diazepine-4-carboximidamide [C@H](C)(CC)[C@@H]1N(CC2=C(NC1=O)C=CC=C2F)\C(\N)=N/C#N